C(=O)(O)[C@@H](CCCC1=CC=C(C=C1)OCCOCCOCC)N1CCN(CCN(CCN(CC1)[C@@H](C(=O)[O-])CO)[C@@H](C(=O)[O-])CO)[C@@H](C(=O)[O-])CO.[Gd+3] gadolinium (2R,2'R,2''R)-2,2',2''-{10-[(1R)-1-carboxy-4-{4-[2-(2-ethoxyethoxy)ethoxy] phenyl}butyl]-1,4,7,10-tetraazacyclododecane-1,4,7-triyl}tris(3-hydroxypropanoate)